C(C)(C)N1N=CC=2C=NC=CC21 1-isopropyl-1H-pyrazolo[4,3-c]pyridin